[N-](S(=O)(=O)C(F)(F)F)S(=O)(=O)C(F)(F)F.C(CCC)N1C=[N+](C=C1)C 1-butyl-3-methylimidazolium-bis(trifluoromethanesulfonyl)imide salt